1-[(1S)-1-(3,5-difluorophenyl)propyl]-5-{[4-(2-fluoro-3-methylpyridin-4-yl)phenyl]methyl}-6-hydroxy-2-[(propan-2-yloxy)methyl]-1,4-dihydropyrimidin-4-one FC=1C=C(C=C(C1)F)[C@H](CC)N1C(=NC(C(=C1O)CC1=CC=C(C=C1)C1=C(C(=NC=C1)F)C)=O)COC(C)C